4-(2-Bromo-5-methoxy-4-nitrophenyl)piperazine-1-carboxylate BrC1=C(C=C(C(=C1)[N+](=O)[O-])OC)N1CCN(CC1)C(=O)[O-]